[Si](C1=CC=CC=C1)(C1=CC=CC=C1)(C(C)(C)C)OCC1(COC1)C1=CN=C2C(=N1)N=C(C=C2)C2=C(C=C(C=C2C)C)O 2-[3-[3-[[tert-butyl(diphenyl)silyl]oxymethyl]oxetan-3-yl]pyrido[2,3-b]pyrazin-6-yl]-3,5-dimethyl-phenol